2-(4-tert-butyl-5-chloro-2-methyl-phenyl)-8-methyl-4-oxo-1H-1,6-naphthyridine-5-carboxamide C(C)(C)(C)C1=CC(=C(C=C1Cl)C=1NC=2C(=CN=C(C2C(C1)=O)C(=O)N)C)C